ClC=1C(=NC=CC1C1=NC(=C(C=C1)CN(C(OC(C)(C)C)=O)C[C@H]1NC(CC1)=O)OC)C1=C(C(=CC=C1)NC(C1=NC=CC(=C1)C=O)=O)C tert-butyl (S)-((3'-chloro-2'-(3-(4-formylpicolinamido)-2-methylphenyl)-6-methoxy-[2,4'-bipyridin]-5-yl)methyl)((5-oxopyrrolidin-2-yl)methyl)carbamate